1-palmitoyl-2-oleoyl-sn-glycero-3-phospho-choline C(CCCCCCCCCCCCCCC)(=O)OC[C@@H](OC(CCCCCCC\C=C/CCCCCCCC)=O)COP(=O)([O-])OCC[N+](C)(C)C